(1R,3R)-3-aminocyclopentan-1-ol HCl Cl.N[C@H]1C[C@@H](CC1)O